O1CCN(CC1)[C@@H]1CC[C@H](CC1)N1CC=CC1 N-(trans-4-morpholinocyclohexyl)-5H-pyrrole